C(C=C)C(CC=C)NCCC(=O)NC(CS(=O)(=O)[O-])(C)C 2-(3-(diallylmethylamino) propanamido)-2-methylpropane-1-sulfonate